dimethyldiphenylmethylene-(cyclopentadienyl)(2,7-di-tert-butylfluorenyl)hafnium CC=1C(=C(C=CC1)C(C1=CC=CC=C1)=[Hf](C1=C(C=CC=2C3=CC=C(C=C3CC12)C(C)(C)C)C(C)(C)C)C1C=CC=C1)C